ClC1=CC=C2C(=N1)NC=C2S(=O)(=O)NC2=NC(=C(C(=N2)OC)OCC(F)F)OC 6-chloro-N-[5-(2,2-difluoroethoxy)-4,6-dimethoxy-pyrimidin-2-yl]-1H-pyrrolo[2,3-b]pyridine-3-sulfonic acid amide